FC(N1C=NC2=C1C(=C(C(=C2)F)I)F)F 1-(difluoromethyl)-5,7-difluoro-6-iodo-1,3-benzodiazole